C(#N)\C(\C1=CC=C(C=C1)C(F)(F)F)=N/[C@H](CC1=CC=CC=C1)C1=CC=C(OC(C(=O)OCC)(C)C)C=C1 Ethyl (R,Z)-2-(4-(1-((cyano(4-(trifluoromethyl)phenyl)methylene)amino)-2-phenylethyl)phenoxy)-2-methylpropanoate